Cl.Cl.C1(CCC1)N1CCC(CC1)OC1=CC=C(C=C1)NC(CN1CCOCC1)=O N-[4-(1-Cyclobutylpiperidin-4-yloxy)phenyl]-2-(morpholin-4-yl)acetamid-Dihydrochlorid